Cl.CN(C)C[C@@H]1C[C@H](NC1)CNC(=O)C=1C=C(C=C(C1)C1=CC=C(C=C1)F)C1=CC=C(C=C1)F N-(((2S,4R)-4-((dimethylamino)methyl)pyrrolidin-2-yl)methyl)-4,4''-difluoro-[1,1':3',1''-terphenyl]-5'-carboxamide hydrochloride salt